COC=1C(=C(C=NC1)NCC=1C=C2N=CC=NC2=CC1)N1C[C@@H](NCC1)C (S)-5-methoxy-4-(3-methylpiperazin-1-yl)-N-(quinoxalin-6-ylmethyl)pyridin-3-amine